C(C)(C)(C)OC(=O)N[C@@H](C(=O)OC)CCCC methyl (2R)-2-(tert-butoxycarbonylamino)hexanoate